N[C@@H](C(=O)N[C@H](C)C1=C(C(=CC=C1)OC)F)CO (2R)-2-amino-N-[(1R)-1-(2-fluoro-3-methoxyphenyl)ethyl]-3-hydroxypropanamide